CC=1C=C(C=CC1)C=1N=C(SC1C1=CC(=NC=C1)NCCC1=CC=CC=C1)C1=CC=C(C=C1)SC N-[4-[4-(3-methylphenyl)-2-(4-methylthiophenyl)-1,3-thiazol-5-yl]-2-pyridinyl]-N-(2-phenylethyl)amine